4-(4-diethylaminophenylazo)-1-(4-nitrobenzyl)pyridinium bromide [Br-].C(C)N(C1=CC=C(C=C1)N=NC1=CC=[N+](C=C1)CC1=CC=C(C=C1)[N+](=O)[O-])CC